FC1=C2NC(C=3N(C2=CC=C1CN1CC=2N(C(=NC2C1)C=1C=CC(=NC1)C(=O)NC)C)N=CC3C)=O 5-(5-((6-fluoro-3-methyl-4-oxo-4,5-dihydropyrazolo[1,5-a]quinoxalin-7-yl)methyl)-1-methyl-1,4,5,6-tetrahydropyrrolo[3,4-d]imidazol-2-yl)-N-methylpicolinamide